FC1=C(C=CC(=C1)S(=O)(=O)C)N(C1=NC(=C(C(=N1)NC1=NNC(=C1)C)OC)C=1C=NN(C1)C)CC1=CC=C(C=C1)F N2-(2-fluoro-4-(methylsulfonyl)phenyl)-N2-(4-fluorobenzyl)-5-methoxy-N4-(5-methyl-1H-pyrazol-3-yl)-6-(1-methyl-1H-pyrazol-4-yl)pyrimidine-2,4-diamine